(1R,2S,4S)-6'-((6-aminopyrimidin-4-yl)amino)-8'-methyl-2'H-spiro[bicyclo[2.2.1]heptane-2,3'-imidazo[1,5-a]pyridine]-1',5'-dione NC1=CC(=NC=N1)NC1=CC(=C2N(C1=O)[C@]1(NC2=O)[C@@H]2CC[C@H](C1)C2)C